FC(CN1C(C2=C(C=C(C=C2CC1)C1=CN=C2N1C=CC(=C2)OCCN(C)C)OC)=O)F 2-(2,2-difluoroethyl)-6-[7-[2-(dimethyl-amino)ethoxy]imidazo[1,2-a]pyridin-3-yl]-8-methoxy-3,4-dihydroisoquinolin-1-one